FC=1C=NC(=NC1)[C@]12CC[C@@H](C[C@@H]2C1)OCOC(=O)N1CCCC1C (((1s,3s,6r)-6-(5-fluoropyrimidin-2-yl) bicyclo[4.1.0]hept-3-yloxy) methyl)-5-methylpyrrolidine-1-carboxylate